CC1(OB(OC1(C)C)C1=CC(=C(C=C1)[C@@H](C=C)[C@H]1O[C@@H]([C@H]([C@@H]([C@@H]1OCC1=CC=CC=C1)OCC1=CC=CC=C1)OCC1=CC=CC=C1)COCC1=CC=CC=C1)C)C 4,4,5,5-tetramethyl-2-(3-methyl-4-((R)-1-((2R,3R,4R,5R,6R)-3,4,5-tris(benzyloxy)-6-((benzyloxy)methyl)tetrahydro-2H-pyran-2-yl)allyl)phenyl)-1,3,2-dioxaborolane